3-aminoethyl-3-(but-3-ynyl)diazirine NCCC1(N=N1)CCC#C